N-(1-(5-(3-cyano-6-ethoxypyrazolo[1,5-a]pyridin-4-yl)pyridin-2-yl)-4-(piperazin-1-ylmethyl)piperidin-4-yl)-3-fluoropicolinamide C(#N)C=1C=NN2C1C(=CC(=C2)OCC)C=2C=CC(=NC2)N2CCC(CC2)(CN2CCNCC2)NC(C2=NC=CC=C2F)=O